tert-Butyl (5-(dimethylamino)-2-nitrophenyl)carbamate CN(C=1C=CC(=C(C1)NC(OC(C)(C)C)=O)[N+](=O)[O-])C